C(#N)C=1C=C(C=CC1)C(NC(=O)NC12CC(C1)(C2)C(F)(F)F)([2H])[2H] 1-[(3-cyanophenyl)-dideuteriomethyl]-3-[3-(trifluoromethyl)-1-bicyclo[1.1.1]pentanyl]urea